Cl.C(C)OC(C[C@@H](C=1C(=C(C=C(C1F)C)C1=C(C=C(C=C1C)C)C)F)N)=O (S)-3-amino-3-(2,4-difluoro-2',4',5,6'-tetramethyl-[1,1'-biphenyl]-3-yl)propanoic acid ethyl ester hydrochloride